2-amino-9-((2R,4S,5R)-5-ethyl-4-hydroxy-5-(hydroxymethyl)tetrahydro-furan-2-yl)-1,9-dihydro-6H-purin-6-one NC=1NC(C=2N=CN(C2N1)[C@@H]1O[C@@]([C@H](C1)O)(CO)CC)=O